C(C1=CC=CC=C1)C1(C[C@@H]2[C@@H](CN(C2)CC(C2=CC=C(C=C2)O)O)C1)O |r| rac-(3aR,5r,6aS)-5-benzyl-2-(2-hydroxy-2-(4-hydroxyphenyl)ethyl)octahydrocyclopenta[c]pyrrol-5-ol